5-[({3-chloro-4-[5-(trifluoromethyl)-1,2,4-oxadiazol-3-yl]pyridin-2-yl}oxy)methyl]-1-methyl-1H-benzimidazole ClC=1C(=NC=CC1C1=NOC(=N1)C(F)(F)F)OCC1=CC2=C(N(C=N2)C)C=C1